1-sec-butyl-5-tert-butyl-3-ethyl-4-hydroxy-pyrazole C(C)(CC)N1N=C(C(=C1C(C)(C)C)O)CC